(S)-benzyl 2-(1-(benzhydryloxy)-3-(3,4-dihydroxyphenyl)-2-methyl-1-oxopropan-2-yl)hydrazine-carboxylate C(C1=CC=CC=C1)(C1=CC=CC=C1)OC([C@@](CC1=CC(=C(C=C1)O)O)(C)NNC(=O)OCC1=CC=CC=C1)=O